CC1(OB(OC1(C)C)C1=CC=C2CC(COC2=C1)N1CC2C(C2C1)CNC(OC(C)(C)C)=O)C exo-tert-butyl ((3-(7-(4,4,5,5-tetramethyl-1,3,2-dioxaborolan-2-yl)chroman-3-yl)-3-azabicyclo[3.1.0]hexan-6-yl)methyl)carbamate